4-acetamido-5-amino-3-(1-ethylpropoxy)-1-cyclohexene-1-carboxylic acid ethyl ester phosphate P(=O)(O)(O)O.C(C)OC(=O)C1=CC(C(C(C1)N)NC(C)=O)OC(CC)CC